FC1=C(C#N)C=C(C=C1)CN1CCC2(CC1)CCN(CC2)C(=O)N2CC(C1=NC(=CC=C12)C)(C)C 2-fluoro-5-((9-(3,3,5-trimethyl-2,3-dihydro-1H-pyrrolo[3,2-b]pyridine-1-carbonyl)-3,9-diazaspiro[5.5]undecan-3-yl)methyl)benzonitrile